3-({[(2R,3R,11bR)-3-(2,2-dimethylpropyl)-2-hydroxy-10-methoxy-1H,2H,3H,4H,6H,7H,11bH-pyrido[2,1-a]isoquinolin-9-yl]oxy}methyl)benzonitrile CC(C[C@H]1[C@@H](C[C@H]2N(CCC3=CC(=C(C=C23)OC)OCC=2C=C(C#N)C=CC2)C1)O)(C)C